C(C1=CC=CC=C1)S(=O)CC(C(=O)O)CCC(=O)O 2-[(Benzylsulfinyl)methyl]glutaric acid